3-methylbut-2-en-1-yl thiomesylate S(C)(=S)(=O)OCC=C(C)C